(Z)-9-tetradecen-1-yl formate C(=O)OCCCCCCCC\C=C/CCCC